SC1=NN=NN1[C@@H](CO)C (2R)-2-(5-sulfanyltetrazol-1-yl)propan-1-ol